CO\N=C(/C(=S)O)\C=1N=C(SC1)N.S1C=NC2=C1C=CC=C2 benzothiazole 2-methoxyimino-2-(2-amino-4-thiazolyl)-(Z)-thioacetate